6-(5-(bromomethyl)-1-methyl-1H-1,2,3-triazol-4-yl)-2-ethyl-3-iodopyridine BrCC1=C(N=NN1C)C1=CC=C(C(=N1)CC)I